3-bromothieno[3,2-c]pyridine-2-carboxylic acid methyl ester COC(=O)C1=C(C=2C=NC=CC2S1)Br